6-[[5-(trifluoromethyl-sulfonyl)-2-pyridyl]methyl]-2-azaspiro[3.3]heptane FC(S(=O)(=O)C=1C=CC(=NC1)CC1CC2(CNC2)C1)(F)F